3-[[6,7-dichloro-1-[1-(2-hydroxyethyl)triazol-4-yl]-3-(1H-pyrazol-4-yl)indol-4-yl]amino]propan-1-ol ClC1=CC(=C2C(=CN(C2=C1Cl)C=1N=NN(C1)CCO)C=1C=NNC1)NCCCO